(3-Acryloyloxypropyl)methyl-dichlorosilane C(C=C)(=O)OCCC[Si](Cl)(Cl)C